FC(C(C(C(C(F)(F)[SiH3])(F)F)(F)F)(F)F)(CCC(F)(F)F)F tridecafluoron-octylsilane